CC1(COB(OC1)C=1C=C2CC[C@]3(CN(CC3)C(=O)OC(C)(C)C)NC2=NC1C)C tert-butyl (2S)-6-(5,5-dimethyl-1,3,2-dioxaborinan-2-yl)-7-methyl-3,4-dihydro-1H-spiro[1,8-naphthyridine-2,3'-pyrrolidine]-1'-carboxylate